λ6,2,5-thiadiazolidine [SH4]1NCCN1